6,8-dichloro-3-cyclopentyl-[1,2,4]triazolo[4,3-b]pyridazine ClC=1C=C(C=2N(N1)C(=NN2)C2CCCC2)Cl